(2-bromophenyl)-5-(trifluoromethyl)piperidine BrC1=C(C=CC=C1)N1CCCC(C1)C(F)(F)F